CS(=O)(=O)NC=1C=C(C=CC1)NC(CC(C)=O)=O N-(3-(N-methylsulfonylamino)phenyl)-3-oxobutanamide